cyanoamine formate C(=O)O.C(#N)N